2,2,3,3,9,9-hexamethylspiro[4.5]decan CC1(CC2(CC1(C)C)CCCC(C2)(C)C)C